((5-(2-azidopropan-2-yl)-8-methoxy-2,6-naphthyridin-3-yl)amino)-7,7-dimethyl-7,8-dihydro-5H-pyrano[4,3-b]pyridin-5-one N(=[N+]=[N-])C(C)(C)C1=C2C=C(N=CC2=C(C=N1)OC)NC1=CC=C2C(=N1)CC(OC2=O)(C)C